N-Benzyl-2-[[2-(4-hydroxyanilino)-2-oxo-ethyl]sulfamoyl]benzamide C(C1=CC=CC=C1)NC(C1=C(C=CC=C1)S(NCC(=O)NC1=CC=C(C=C1)O)(=O)=O)=O